C1(CC1)C1=NC=C(C=N1)C(C)N1N=C(C2=C1N=C(NC2=O)C2C(CC2)C2=NC=C(C=N2)F)C#N 1-(1-(2-cyclopropylpyrimidin-5-yl)ethyl)-6-(2-(5-fluoropyrimidin-2-yl)cyclobutyl)-4-oxo-4,5-dihydro-1H-pyrazolo[3,4-d]pyrimidine-3-carbonitrile